N-(1-(2-amino-4-fluorobenzyl)-2-methyl-1H-indol-5-yl)cyclohexanesulfonamide NC1=C(CN2C(=CC3=CC(=CC=C23)NS(=O)(=O)C2CCCCC2)C)C=CC(=C1)F